germanium-lead [Pb].[Ge]